(1R,2S,5S)-N-[cyano(1,6-naphthyridin-8-yl)methyl]-6,6-dimethyl-3-[(2S)-3-(3-pyridyl)-2-[(2,2,2-trifluoroacetyl)amino]propanoyl]-3-azabicyclo[3.1.0]hexane-2-carboxamide C(#N)C(NC(=O)[C@@H]1[C@H]2C([C@H]2CN1C([C@H](CC=1C=NC=CC1)NC(C(F)(F)F)=O)=O)(C)C)C=1C=NC=C2C=CC=NC12